methyl 2-((4,5-difluoro-2-formylphenyl) amino)-5-(trifluoromethyl)-benzoate FC1=CC(=C(C=C1F)NC1=C(C(=O)OC)C=C(C=C1)C(F)(F)F)C=O